C1(CCC1)C1=CC(=NN1)NC(CC1=CC=C(C=C1)OCC(=O)NCCOCCOCCNC1=C2C(N(C(C2=CC=C1)=O)C1C(NC(CC1)=O)=O)=O)=O N-(5-cyclobutyl-1H-pyrazol-3-yl)-2-(4-(2-((2-(2-(2-((2-(2,6-dioxopiperidin-3-yl)-1,3-dioxoisoindolin-4-yl)amino)ethoxy)ethoxy)ethyl)amino)-2-oxoethoxy)phenyl)acetamide